4-[(2-octadecylphenyl)diazenyl]-N,N-dipropylaniline C(CCCCCCCCCCCCCCCCC)C1=C(C=CC=C1)N=NC1=CC=C(N(CCC)CCC)C=C1